N-(4,4,4-Trifluorobutyl)-1H-benzo[d]imidazole-1-carboxamide FC(CCCNC(=O)N1C=NC2=C1C=CC=C2)(F)F